ethyl (E)-3-((3-butyl-7-chloro-3-ethyl-1,1-dioxido-5-phenyl-2,3,4,5-tetrahydro-1,5-benzothiazepin-8-yl)oxy)acrylate C(CCC)C1(CS(C2=C(N(C1)C1=CC=CC=C1)C=C(C(=C2)O/C=C/C(=O)OCC)Cl)(=O)=O)CC